OCCS(=O)(=O)CC(CCCC(C(=O)NNC)(C)C=1C=C(C=CC1)C[C@H](C(=O)OC)C)(C)C methyl (2R)-3-(3-(7-((2-hydroxyethyl)sulfonyl)-2,6,6-trimethyl-1-(2-methyl-hydrazineyl)-1-oxoheptan-2-yl)phenyl)-2-methylpropanoate